C(C)OC(CN1CCC(CC1)=O)=O 2-(4-Oxopiperidin-1-yl)acetic acid ethyl ester